7-Fluoro-5-phenyl-2-(trifluoromethyl)-6,7-dihydro-5H-pyrrolo[1,2-b][1,2,4]triazol FC1CC(N2N=C(N=C21)C(F)(F)F)C2=CC=CC=C2